ethylthiopurine tin [Sn].C(C)SC1=NC=C2NC=NC2=N1